ClC=1C=CC(=C2C=NN(C(C12)=O)COCC[Si](C)(C)C)B1OC(C(O1)(C)C)(C)C 8-chloro-5-(4,4,5,5-tetramethyl-1,3,2-dioxaborolan-2-yl)-2-((2-(trimethylsilyl)ethoxy)methyl)phthalazin-1(2H)-one